N-ethyl-pentanamide C(C)NC(CCCC)=O